Cl.COC(=O)[C@H]1C[C@@H](CCC1)N (1R,3R)-3-aminocyclohexanecarboxylic acid methyl ester hydrochloride